2-[2,4-bis(trifluoromethyl)phenyl]-1-[(4-fluorophenyl)({5-[6-(tetrahydro-1H-pyrrol-3-yl)-1,2-diazin-3-yl]-1,3,4-oxadiazol-2-yl}methyl)amino]ethane-1-thione FC(C1=C(C=CC(=C1)C(F)(F)F)CC(=S)N(CC=1OC(=NN1)C=1N=NC(=CC1)C1CNCC1)C1=CC=C(C=C1)F)(F)F